spiro[cyclopropane-1,6'-thieno[2,3-c]pyrrol]-4'-one S1C=CC2=C1C1(NC2=O)CC1